2-(4-(((Cyclopropylmethyl)amino)methyl)-6-methyl-5-(trifluoromethyl)pyridin-2-yl)-6-(4-fluoro-2-(4-methyl-4H-1,2,4-triazol-3-yl)phenyl)isoindolin-1-one C1(CC1)CNCC1=CC(=NC(=C1C(F)(F)F)C)N1C(C2=CC(=CC=C2C1)C1=C(C=C(C=C1)F)C1=NN=CN1C)=O